BrC=1C=C2C(=C(N1)N1CCOCC1)SC(=C2)CN2CCN(CC2)S(=O)(=O)C 4-[5-bromo-2-[(4-methylsulfonylpiperazin-1-yl)methyl]thieno[2,3-c]pyridin-7-yl]morpholine